4-fluoro-2-(pyrimidine-2-sulfonamido)benzoic Acid FC1=CC(=C(C(=O)O)C=C1)NS(=O)(=O)C1=NC=CC=N1